Cl.C(C)(=O)C=1C=CC(=C(C1)C=1C=C2C(=NNC2=CC1)NC(=O)[C@H]1CNCCC1)F (3R)-N-[5-(5-acetyl-2-fluorophenyl)-1H-indazol-3-yl]piperidine-3-carboxamide hydrochloride